2-[6-({4-[2-amino-6-(3-chloro-2-methoxyphenyl)-4-pyrimidinyl]-1H-1,2,3-triazol-1-yl}methyl)-2-pyridinyl]-2-propanol NC1=NC(=CC(=N1)C=1N=NN(C1)CC1=CC=CC(=N1)C(C)(C)O)C1=C(C(=CC=C1)Cl)OC